O=C1N(C(C2=CC=CC=C12)=O)CCN1C(NC2(C1)CCN(CC2)C(=O)OC(C)(C)C)=O tert-butyl 3-[2-(1,3-dioxoisoindolin-2-yl)ethyl]-2-oxo-1,3,8-triazaspiro[4.5]decane-8-carboxylate